[3-benzyloxy-1-[dideuterio(hydroxy)methyl]-cyclobutyl]-dideuterio-methanol C(C1=CC=CC=C1)OC1CC(C1)(C(O)([2H])[2H])C(O)([2H])[2H]